Methyl 4-(5-chloro-2-nitrophenyl)-3-methoxybutanoate ClC=1C=CC(=C(C1)CC(CC(=O)OC)OC)[N+](=O)[O-]